CN([C@H](C(C)C)C(=O)O)[C@H]1C[C@@H]([C@H](C1)C1=CC(=CC=C1)F)CN1CCC(CC1)C1=CC(=NN1CC)CC1=CC=CC=C1 N-methyl-N-((1R,3S,4S)-3-[4-(3-benzyl-1-ethyl-1H-pyrazol-5-yl)piperidin-1-ylmethyl]-4-[3-fluorophenyl]cyclopent-1-yl)-D-valine